N1-((3-(4,4-bis(methoxy-methyl)cyclohexyl)-5,5-difluoro-5,6-dihydro-4H-pyrrolo[1,2-b]pyrazol-2-yl)methyl)-N1,N2-dimethylethane-1,2-diamine COCC1(CCC(CC1)C1=C2N(N=C1CN(CCNC)C)CC(C2)(F)F)COC